(S)-N-(5-((3,5-bis(trifluoromethyl)phenyl)ethynyl)-2-(3,4-dimethylpiperazin-1-yl)phenyl)-6-oxo-4-(trifluoromethyl)-1,6-dihydropyridine-3-carboxamide FC(C=1C=C(C=C(C1)C(F)(F)F)C#CC=1C=CC(=C(C1)NC(=O)C1=CNC(C=C1C(F)(F)F)=O)N1C[C@@H](N(CC1)C)C)(F)F